(R)-2-(1-(4-amino-3-(3-fluoro-4-isopropoxyphenyl)-1H-pyrazolo[3,4-d]pyrimidin-1-yl)ethyl)-6-fluoro-3-(3-fluorophenyl)-4H-chromen-4-one NC1=C2C(=NC=N1)N(N=C2C2=CC(=C(C=C2)OC(C)C)F)[C@H](C)C=2OC1=CC=C(C=C1C(C2C2=CC(=CC=C2)F)=O)F